Dipropylheptyl-Potassium Sulfosuccinate S(=O)(=O)(O)C(C(=O)O)CC(=O)O.C(CC)C(CCCCCC)([K])CCC